5-((2-methoxyethyl)sulfonyl)-N-(4-(trifluoromethyl)benzyl)thiophene-2-carboxamide COCCS(=O)(=O)C1=CC=C(S1)C(=O)NCC1=CC=C(C=C1)C(F)(F)F